(+/-)-[2-({4-[(3-chloro-1H-pyrrolo[2,3-b]pyridin-4-yl)oxy]-3,5-difluorophenyl}amino)-5-fluoro-5,6-dihydro-4H-1,3-oxazin-5-yl]methanol ClC1=CNC2=NC=CC(=C21)OC2=C(C=C(C=C2F)NC=2OC[C@](CN2)(F)CO)F |r|